ClC1=C(C=CC(=C1)C1=NN(C2=C1C=NC=1C=CC=CC21)C2=CC=CC=C2)N2CCOCC2 4-(2-chloro-4-{1-phenyl-1H-pyrazolo[4,3-c]quinolin-3-yl}phenyl)morpholine